NC=1C=C(C=CC1)NC(=O)N 3-Aminophenylurea